5-(2,3,4-trifluoro-phenyl)-isoxazole-3-carboxylic acid FC1=C(C=CC(=C1F)F)C1=CC(=NO1)C(=O)O